3-(((3-isopropyl-5-(piperidin-4-ylamino)pyrazolo[1,5-a]pyrimidin-7-yl)amino)methyl)benzene C(C)(C)C=1C=NN2C1N=C(C=C2NCC=2C=CC=CC2)NC2CCNCC2